C(C1=C(N)C=CC=C1)([2H])([2H])[2H] 2-(methyl-d3)-aniline